C(C)(C)(C)OC(=O)N1N=C(C=C1)OC(COS(=O)(=O)C)(C)CO[Si](C)(C)C(C)(C)C 3-[1-[[tert-butyl-(dimethyl)silyl]oxymethyl]-1-methyl-2-methanesulfonyloxy-ethoxy]pyrazole-1-carboxylic acid tert-butyl ester